(R)-N-(4-(3-((4-morpholinopyrimidin-2-yl)amino)piperidine-1-carbonyl)phenyl)acrylamide O1CCN(CC1)C1=NC(=NC=C1)N[C@H]1CN(CCC1)C(=O)C1=CC=C(C=C1)NC(C=C)=O